N2-(cyclopropylmethyl)-6-(3-(trifluoromethyl)-1H-pyrazol-1-yl)-N4-(2-(trifluoromethyl)pyridin-4-yl)-1,3,5-triazine-2,4-diamine C1(CC1)CNC1=NC(=NC(=N1)NC1=CC(=NC=C1)C(F)(F)F)N1N=C(C=C1)C(F)(F)F